2-((2-(4-chlorophenyl)-5-(trifluoromethyl)-1H-imidazol-1-yl)methyl)phenol ClC1=CC=C(C=C1)C=1N(C(=CN1)C(F)(F)F)CC1=C(C=CC=C1)O